Cl.C(C)(C)OC(C(C1=CC=CC=C1)N[C@@H]1CC2=CC=CC(=C2CC1)OC)=O 2-(((S)-5-methoxy-1,2,3,4-tetrahydronaphthalen-2-yl)amino)-2-phenylacetic acid isopropyl ester hydrochloride